FC1=CC2=C(N(C=N2)C2=CC(=C(C=C2)F)[C@]2(NC(N(S(C2)(=O)=O)C)=N)C)C=C1 (R)-5-fluoro-N-(4-fluoro-3-(3-imino-2,5-dimethyl-1,1-dioxo-1,2,4-thiadiazin-5-yl)phenyl)-1H-benzo[d]imidazole